OC1=C(C(=CC(=C1S(=O)(=O)N)CCCCC)O)C1=C(C=CC(=C1)C)C(=C)C 2,6-dihydroxy-5'-methyl-4-pentyl-2'-(prop-1-en-2-yl)-[1,1'-biphenyl]-3-sulfonamide